C(C(=O)O)(=O)O.CNC(CC)NC(=O)C1OCCC1 N-methyl-N'-tetrahydrofuranoyl-propanediamine oxalate